ClC=1C=C(C2=C(OCCO2)C1)NC1=NC=2N(C(=C1)NC)N=CC2NC(=O)NC2CC2 1-(5-((7-chloro-2,3-dihydrobenzo[b][1,4]dioxin-5-yl)amino)-7-(methylamino)pyrazolo[1,5-a]pyrimidin-3-yl)-3-cyclopropylurea